sodium citraconate C(\C(\C)=C/C(=O)[O-])(=O)[O-].[Na+].[Na+]